COCCOCCOCCN(CCOCCOCCOC)CCCO 11-(2-(2-(2-methoxyethoxy)ethoxy)ethyl)-2,5,8-trioxa-11-azatetradecan-14-ol